(S)-4-(3-(1-(but-2-ynoyl)piperidin-2-yl)imidazo[1,5-a]pyrazin-1-yl)-N-(pyridin-2-yl)benzamide C(C#CC)(=O)N1[C@@H](CCCC1)C1=NC(=C2N1C=CN=C2)C2=CC=C(C(=O)NC1=NC=CC=C1)C=C2